(2S,3R,4R,5S,6R)-2-[5-[(4-ethoxyphenyl)meth-yl]-2-methoxy-4-meth-ylphenyl]-6-(hydroxymethyl)thiane-3,4,5-triol C(C)OC1=CC=C(C=C1)CC=1C(=CC(=C(C1)[C@@H]1S[C@@H]([C@H]([C@@H]([C@H]1O)O)O)CO)OC)C